methyl 1-(2-oxo-1,3-dioxolan-4-yl)-1H-indole-6-carboxylate O=C1OCC(O1)N1C=CC2=CC=C(C=C12)C(=O)OC